CC1=C2C(=NNC2=CC=C1)C=O 4-METHYL-3(1H)INDAZOLECARBOXALDEHYDE